ClC=1SC(=C(N1)C1CC1)S(=O)(=O)N 2-chloro-4-cyclopropylthiazole-5-sulfonamide